3,3-dimethylcyclopentan-1-one CC1(CC(CC1)=O)C